ClC1=CC=C(C=C1)C1=N[C@H](C=2N(C3=C1C(=C(S3)C)C)C(=NN2)C)CC(=O)NC2=CC=C(C=C2)OCCOCCNC2=NC=CC=C2C=2C=C3CC(NC3=CC2)=O (S)-2-(4-(4-chlorophenyl)-2,3,9-trimethyl-6H-thieno[3,2-f][1,2,4]triazolo[4,3-a][1,4]diazepin-6-yl)-N-(4-(2-(2-((3-(2-oxoindolin-5-yl)pyridin-2-yl)amino)ethoxy)ethoxy)phenyl)acetamide